2-(2-hydroxy-5-tert-butyl-5-methylphenyl)-5-chlorobenzotriazole OC=1C(=CC(CC1)(C)C(C)(C)C)N1N=C2C(=N1)C=CC(=C2)Cl